4-phenylbenzenesulfonyl fluoride C1(=CC=CC=C1)C1=CC=C(C=C1)S(=O)(=O)F